C(\C=C\C(=O)OCCCC)(=O)OCCCC dibutyl (E)-but-2-enediate